FC(C=1C=NC(=NC1)N1CCN(CC1)C(C=C([2H])[2H])=O)(F)F (4-(5-(trifluoromethyl)pyrimidin-2-yl)piperazin-1-yl)prop-2-en-1-one-3,3-d2